4-((5-(diethylamino)thiophen-2-yl)methylene)-3-(trifluoromethyl)isoxazol-5(4H)-one C(C)N(C1=CC=C(S1)C=C1C(=NOC1=O)C(F)(F)F)CC